4-(3-(2,6-dimethylpyridin-4-yl)phenyl)-7-methyl-8-(trifluoromethyl)-1H-benzo[b][1,4]diazepin-2(3H)-one CC1=NC(=CC(=C1)C=1C=C(C=CC1)C1=NC2=C(NC(C1)=O)C=C(C(=C2)C)C(F)(F)F)C